C(C1=CC=CC=C1)OCC=1N(C=C(N1)I)C12CC(C1)(C2)N2CCC(CC2)=O 1-(3-(2-((benzyloxy)methyl)-4-iodo-1H-imidazol-1-yl)bicyclo[1.1.1]pentan-1-yl)piperidin-4-one